2-amino-N-(4-(tert-butyl)phenyl)benzamide NC1=C(C(=O)NC2=CC=C(C=C2)C(C)(C)C)C=CC=C1